O1CCN(CC1)C(C[C@H](C(=O)N[C@@H](CCCC1=CC=CC=C1)B(O)O)NC(=O)C1=NC=CN=C1)=O ((R)-1-((R)-4-morpholino-4-oxo-2-(pyrazine-2-carboxamido)butanamido)-4-phenylbutyl)boronic acid